ClC1=C(C(=O)NC2=NC=NN2C2=CC=CC=C2)C=CC(=C1C(=O)N(C)C)S(=O)(=O)C 2-Chloro-N3,N3-dimethyl-4-(methylsulfonyl)-N1-(1-phenyl-1H-1,2,4-triazol-5-yl)isophthalamide